1-(4-((4-(4-(2-amino-4-(difluoromethyl)pyrimidin-5-yl)-6-morpholino-1,3,5-triazin-2-yl)piperazin-1-yl)methyl)piperidin-1-yl)-6-methylhept-5-ene-1,4-dione NC1=NC=C(C(=N1)C(F)F)C1=NC(=NC(=N1)N1CCOCC1)N1CCN(CC1)CC1CCN(CC1)C(CCC(C=C(C)C)=O)=O